NC1=NC(=C(C(=N1)C)C(=O)OCC)C ethyl 2-amino-4,6-dimethyl-pyrimidine-5-carboxylate